2-(4-((4-fluorophenoxy)methyl)phenyl)-6-methoxy-4H-chromen-4-one FC1=CC=C(OCC2=CC=C(C=C2)C=2OC3=CC=C(C=C3C(C2)=O)OC)C=C1